N-(5-(methoxymethyl)-4'-((6-methyl-2-(tetrahydro-2H-pyran-3-yl)pyrimidin-4-yl)amino)-[2,3'-bipyridyl]-6'-yl)acetamide COCC=1C=CC(=NC1)C=1C=NC(=CC1NC1=NC(=NC(=C1)C)C1COCCC1)NC(C)=O